ClC=1C=C(C=NC1C(=O)N1CC(CC1)(C)O)NC(=O)NC=1C=NC=2N(C1[C@H](C)OC)N=C(C2)Cl 1-(5-chloro-6-(3-hydroxy-3-methylpyrrolidine-1-carbonyl)pyridin-3-yl)-3-(2-chloro-7-((S)-1-methoxyethyl)pyrazolo[1,5-a]pyrimidin-6-yl)urea